6,7-difluoroquinoline-3-carboxylic acid ethyl ester C(C)OC(=O)C=1C=NC2=CC(=C(C=C2C1)F)F